benzyl (11-(2-((2-((tert-butoxycarbonyl)amino)ethyl)amino)-2-oxoethyl)-2,2-dimethyl-4,9-dioxo-3-oxa-5,8,11-triazatridecan-13-yl)carbamate C(C)(C)(C)OC(=O)NCCNC(CN(CC(NCCNC(OC(C)(C)C)=O)=O)CCNC(OCC1=CC=CC=C1)=O)=O